2,2-Dibromo-3-nitrilopropionamide BrC(C(=O)N)(C#N)Br